(3R)-1-(7-(5-ethyl-6-fluoro-1H-benzo[f]indazol-4-yl)-8-fluoro-2-(((2R,7aS)-2-fluoro-hexahydro-1H-pyrrolizin-7a-yl)methoxy)pyrido[4,3-d]pyrimidin-4-yl)-3-methylpiperidin-3-ol C(C)C1=C(C=CC2=C1C(=C1C=NNC1=C2)C2=C(C=1N=C(N=C(C1C=N2)N2C[C@@](CCC2)(O)C)OC[C@]21CCCN1C[C@@H](C2)F)F)F